5,6-Methylenedioxy-2-aminoindane C1OC=2C=C3CC(CC3=CC2O1)N